CN1CCN(CC1)C(=O)NS(=O)(=O)C 4-methyl-N-(methylsulfonyl)piperazine-1-carboxamide